1,2-bisnonadecanoyl-sn-glycero-3-phosphoethanolamine C(CCCCCCCCCCCCCCCCCC)(=O)OC[C@@H](OC(CCCCCCCCCCCCCCCCCC)=O)COP(=O)(O)OCCN